5-(2-(3-(Methylsulfonyl)-4-((1-(methylsulfonyl)piperidin-4-yl)methoxy)benzyl)-isoindolin-5-yl)thiazole CS(=O)(=O)C=1C=C(CN2CC3=CC=C(C=C3C2)C2=CN=CS2)C=CC1OCC1CCN(CC1)S(=O)(=O)C